CNN(C=1C(C(=O)OC)=CC=CC1)NC methyl N,N-dimethylaminoanthranilate